C(C1=CC=CC=C1)OC=1C=C(C=CC1OCC1=CC=CC=C1)C=1OC2=CC=C(C=C2C(C1)=O)C(C)(C)C 2-(3,4-bis(benzyloxy)phenyl)-6-(tert-butyl)-4H-chromen-4-one